NC=1C=C(CN2CCN(CC2)C=2C=CC(=NC2C)C(=O)NC)C=CC1Br 5-(4-(3-amino-4-bromobenzyl)piperazin-1-yl)-N,6-dimethylpyridineamide